BrC=1C=C(C=CC1)C=1OC=CC1 (3-bromophenyl)furan